C(C(C)C)N1N=C2C(=N1)C(=C(C(=C2Br)F)F)Br 2-isobutyl-4,7-dibromo-5,6-difluorobenzotriazole